C1(CCC1)N1C(=NC2=C1C=C(C=C2F)C(C)(C)O)NC(CC2(CC2)C)=O N-(1-cyclobutyl-4-fluoro-6-(2-hydroxypropan-2-yl)-1H-benzo[d]imidazol-2-yl)-2-(1-methyl-cyclopropyl)acetamide